(-)-2-(1-methylpyrazol-4-yl)morpholine CN1N=CC(=C1)C1CNCCO1